(E)-N1-(2-(2,6-dioxopiperidin-3-yl)-3-oxoisoindolin-4-yl)-N8-(4-(2-((4-(2-(3-methylbenzylidene)hydrazino)-6-morpholinopyrimidin-2-yl)oxy)ethyl)phenyl)octanediamide O=C1NC(CCC1N1CC2=CC=CC(=C2C1=O)NC(CCCCCCC(=O)NC1=CC=C(C=C1)CCOC1=NC(=CC(=N1)N/N=C/C1=CC(=CC=C1)C)N1CCOCC1)=O)=O